[4-(4-{5-[3-fluoro-5-(trifluoromethyl)phenyl]-7-[{[1-(methoxymethyl)cyclobutyl]methyl}(methyl)amino]-1H-imidazo[4,5-b]pyridin-2-yl}phenoxy)piperidine-1-yl]acetic acid FC=1C=C(C=C(C1)C(F)(F)F)C1=CC(=C2C(=N1)N=C(N2)C2=CC=C(OC1CCN(CC1)CC(=O)O)C=C2)N(C)CC2(CCC2)COC